3-methylindoline-1,3-dicarboxylic acid-1-(tert-butyl) 3-methyl ester COC(=O)C1(CN(C2=CC=CC=C12)C(=O)OC(C)(C)C)C